(4-chlorobenzyl)carbamic chloride ClC1=CC=C(CNC(=O)Cl)C=C1